BrC(C(=O)OC(C)(C)C)C1=C(C(=CC=C1)OC1CCOCC1)C1CC1 tert-butyl 2-bromo-2-(2-cyclopropyl-3-(tetrahydro-2H-pyran-4-yloxy) phenyl)acetate